N-[(2S)-1-(4-{[5-(3-methyl-1,2-oxazol-5-yl)thiophen-2-yl]sulfonyl}piperazin-1-yl)propan-2-yl]-7-(1,3,5-trimethyl-1H-pyrazol-4-yl)thieno[3,2-d]pyrimidin-4-amine CC1=NOC(=C1)C1=CC=C(S1)S(=O)(=O)N1CCN(CC1)C[C@H](C)NC=1C2=C(N=CN1)C(=CS2)C=2C(=NN(C2C)C)C